NCCCN1CC2(CC1)CCN(CC2)C2=CC=C(C=C2)C2C(NC(CC2)=O)=O 3-(4-(2-(3-aminopropyl)-2,8-diazaspiro[4.5]decan-8-yl)phenyl)piperidine-2,6-dione